tert-Butyl 7,9-dioxo-3,8-diazaspiro[5.6]dodecane-3-carboxylate O=C1C2(CCN(CC2)C(=O)OC(C)(C)C)CCCC(N1)=O